C(C1=CC=CC=C1)OCCCCCCCCCCCN1N=CC(=C1)C(=O)O (11-(benzyloxy)undecyl)-1H-pyrazole-4-carboxylic acid